ClC=1N=NC(=CC1C1COC1)C 3-chloro-6-methyl-4-(oxetan-3-yl)pyridazine